OC(=O)C(F)(F)F.FC(S(=O)(=O)OC1=CC(=CC=C1)C1CCC(CC1)OC[C@@H]1N[C@@H](C[C@@H]1N(CC1=CC=C(C=C1)OC)S(N(C)C)(=O)=O)C)(F)F 3-(4-(((2R,3S,5R)-3-((N,N-dimethylsulfamoyl)(4-methoxybenzyl) amino)-5-methylpyrrolidin-2-yl)methoxy)cyclohexyl)phenyl trifluoromethanesulfonate TFA salt